[Na+].CC=CC(=O)[O-] 3-methyl-acrylic acid sodium salt